CN(S(O)(=O)=O)CC(CCl)O N-methyl-N-(2-hydroxy-3-chloropropyl)amidosulfuric acid